N1,N1,N2,N2,N3,N3-hexamethylpropane-1,2,3-triamine CN(CC(CN(C)C)N(C)C)C